[OH-].[V+5].[OH-].[OH-].[OH-].[OH-] Vanadium (V) hydroxide